C(C(=O)C1=CC=C(C(=O)[O-])C=C1)(=O)C1=CC=C(C(=O)OC)C=C1 methyl 4,4'-oxalyldibenzoate